C1OCC12CC(CC2)=O 2-oxaspiro[3.4]octan-6-one